t-butyl 4-hydroxy-1-piperidinecarboxylate OC1CCN(CC1)C(=O)OC(C)(C)C